C1C(CC12CCNCC2)CCN2CCC(CC2)N2N=C1C=C(C(=CC1=C2)NC(=O)C2=NC(=CC=C2)C(F)(F)F)OC N-(2-(1-(2-(7-aza-spiro[3.5]non-2-yl)ethyl)piperidin-4-yl)-6-meth-oxy-2H-indazol-5-yl)-6-(trifluoromethyl)pyridinecarboxamide